FC1=CC=C(C=C1)C1CCC(CC1)C(=O)NC1=CC(=C(C=C1)O)S(=O)(=O)C 4-(4-fluorophenyl)-N-(4-hydroxy-3-(methylsulfonyl)phenyl)cyclohexane-1-carboxamide